NC=1C=C(C=CC1)C1=NN(C(C2=CC=CC=C12)=O)C1=CC=C(C=C1)C(F)(F)F 4-(3-Aminophenyl)-2-(4-(trifluoromethyl)phenyl)phthalazin-1(2H)-one